CC=1N=C2N(N=C(C(=C2)C)N2CC=3C=C(C=NC3CC2)C=2C=NC=C(C2)C)C(C1)=O 2,8-dimethyl-7-(3-(5-methylpyridin-3-yl)-7,8-dihydro-1,6-naphthyridin-6(5H)-yl)-4H-pyrimido[1,2-b]pyridazin-4-one